8-((4-(difluoromethoxy)phenyl)sulfonyl)-1-oxa-8-azaspiro[4.5]decan-3-one FC(OC1=CC=C(C=C1)S(=O)(=O)N1CCC2(CC(CO2)=O)CC1)F